1-(3-fluoropyridin-4-yl)methylamine FC=1C=NC=CC1CN